FC1=CC=C(C=C1)SC1=C(N)C=CC=C1 2-((4-fluorophenyl)thio)aniline